CC(C(=O)OC1CC(CC(C1)OC(C(=C)C)=O)OC(C(=C)C)=O)=C cyclohexane-1,3,5-triyl tris(2-methylacrylate)